C(=O)O.N[C@@H](C(=O)NCCNC(C1=C(C=C(C=C1)NC=1C=2N(C=CN1)C(=CN2)C=2C(=NN(C2)CC#N)C(F)(F)F)CC)=O)C (R)-N-(2-(2-aminopropanamido)ethyl)-4-((3-(1-(cyanomethyl)-3-(trifluoromethyl)-1H-pyrazol-4-yl)imidazo[1,2-a]pyrazin-8-yl)amino)-2-ethylbenzamide formate